3-methoxy-4-((4-((2-methyl-6-(methylcarbamoyl)phenyl)amino)-5-(trifluoromethyl)pyrimidin-2-ylamino)phenyl)adamantan-1-carboxamide COC12CC3(CC(CC(C1C1=C(C=CC=C1)NC1=NC=C(C(=N1)NC1=C(C=CC=C1C(NC)=O)C)C(F)(F)F)C3)C2)C(=O)N